C(#N)C[C@@H]1N(CCNC1)C#N (S)-2-(cyanomethyl)piperazine-1-carbonitrile